4-(4-((4-(bromomethyl)-2,3-difluorophenyl)thio)piperidin-1-yl)-3-fluorobenzonitrile BrCC1=C(C(=C(C=C1)SC1CCN(CC1)C1=C(C=C(C#N)C=C1)F)F)F